N[C@@H](CC(=O)OCC)C1=C(C(=CC(=C1)C=1C(=NN(C1)CC1CC1)O)C)F ethyl (3S)-3-amino-3-{5-[1-(cyclopropylmethyl)-3-hydroxypyrazol-4-yl]-2-fluoro-3-methylphenyl}propanoate